2-((1-(methyl-d3)-3-(oxetan-3-yloxy)-1H-pyrazol-4-yl)amino)-7-(trans-3-methyltetrahydro-2H-pyran-4-yl)-7H-pyrrolo[2,3-d]pyrimidine-6-carbonitrile C(N1N=C(C(=C1)NC=1N=CC2=C(N1)N(C(=C2)C#N)[C@H]2[C@@H](COCC2)C)OC2COC2)([2H])([2H])[2H]